(E)-1-(3-(pyridin-4-yl)acryloyl)-1,5,6,7-tetrahydro-2H-azepin-2-one N1=CC=C(C=C1)C=CC(=O)N1C(\C=C\CCC1)=O